O1C(CC1)CCOC(=O)C=1C=CC2=C(NC=N2)C1.C[Si](CCCCC[Si](OCC)(OCC)C)(OCC)OCC 1,5-bis(methyldiethoxysilyl)pentane 1-(oxetane-2-ylmethyl)-methyl-1H-benzo[d]imidazole-6-carboxylate